CN(NC)CC1=CC=2C(=NC=CC2)N1CCC(=O)NC(C(NCCOCCOCCC(NC(C(NC(C=O)C)=O)C(C)C)=O)=O)CS(=O)(=O)O 18-(3-(2-((1,2-dimethylhydrazinyl)methyl)-1H-pyrrolo[2,3-b]pyridin-1-yl)propanamido)-5-isopropyl-2-methyl-1,4,7,17-tetraoxo-10,13-dioxa-3,6,16-triazanonadecane-19-sulfonic acid